4-bromo-N-(2-(5-(5-(2-cyclopentylethyl)-1,2,4-oxadiazol-3-yl)-1H-benzo[d]imidazol-1-yl)ethyl)-3-fluorobenzamide BrC1=C(C=C(C(=O)NCCN2C=NC3=C2C=CC(=C3)C3=NOC(=N3)CCC3CCCC3)C=C1)F